FC(C1=CC=C(C=C1)C1=NOC(=N1)CN1CC(CCC1)CN1CCOCC1)(F)F 4-((1-((3-(4-(trifluoromethyl)phenyl)-1,2,4-oxadiazol-5-yl)methyl)piperidin-3-yl)methyl)morpholine